1-Phenylpropyl-3-methylimidazolium C1(=CC=CC=C1)C(CC)C=1NC=C[N+]1C